4-methyl-2-[[4-(4-methyl-1-piperazinyl)-6-[[(tetrahydro-2-furanyl)methyl]amino]-2-pyrimidinyl]amino]-5-thiazolecarboxylic acid ethyl ester C(C)OC(=O)C1=C(N=C(S1)NC1=NC(=CC(=N1)N1CCN(CC1)C)NCC1OCCC1)C